N-[3-(1H-Imidazol-1-yl)propyl]-6-[4-(piperidin-4-yl)-1,4-diazepan-1-yl]pyridine-2-carboxamide N1(C=NC=C1)CCCNC(=O)C1=NC(=CC=C1)N1CCN(CCC1)C1CCNCC1